N-(2,6-difluorophenyl)-5-fluoro-4-(8-methyl-3-oxo-5,6,7,8-tetrahydro[1,2,4]triazolo[4,3-a]pyrimidin-2(3H)-yl)-2-{[(2S)-1,1,1-trifluoropropan-2-yl]oxy}benzamide FC1=C(C(=CC=C1)F)NC(C1=C(C=C(C(=C1)F)N1N=C2N(CCCN2C)C1=O)O[C@H](C(F)(F)F)C)=O